tert-butyl (2S)-2-((1-cyano-2-(5-(3-methyl-2-oxo-2,3-dihydrobenzo[d]oxazol-5-yl)pyridin-2-yl)ethyl)carbamoyl)-1,4-oxazepane-4-carboxylate C(#N)C(CC1=NC=C(C=C1)C=1C=CC2=C(N(C(O2)=O)C)C1)NC(=O)[C@H]1OCCCN(C1)C(=O)OC(C)(C)C